3-Butyl-7-(dimethylamino)-8-hydroxy-3-methyl-5-phenyl-2,3,4,5-tetrahydro-1,5-benzothiazepine 1,1-dioxide C(CCC)C1(CS(C2=C(N(C1)C1=CC=CC=C1)C=C(C(=C2)O)N(C)C)(=O)=O)C